C1(CCC1)OC1=NC(=CC(=N1)C1=CC(=C(C(=C1)F)C(CCCC(=O)O)C)F)C 5-[4-(2-Cyclobutoxy-6-methyl-pyrimidin-4-yl)-2,6-difluoro-phenyl]-hexanoic acid